3-methyl-5-oxo-4,5-dihydrothieno[3,2-C]isoquinoline-2-carbaldehyde CC1=C(SC2=C1NC(C=1C=CC=CC21)=O)C=O